ClC(CCCCCCC1=CC=C(C=C1)C(C(=O)OCC)(F)F)=O ethyl 2-(4-(7-chloro-7-oxoheptyl)phenyl)-2,2-difluoroacetate